tert-butyl 2-((4-chloro-2,6-di-fluorobenzyl) oxy)-3-methyl-5,8-dihydro-1,7-naphthyridine-7(6H)-carboxylate ClC1=CC(=C(COC2=NC=3CN(CCC3C=C2C)C(=O)OC(C)(C)C)C(=C1)F)F